(S)-2-(2-hydroxypropan-2-yl)-N'-((1-methyl-1,2,3,5,6,7-hexahydro-s-indacen-4-yl)carbamoyl)thiazole-5-sulfonimidamide OC(C)(C)C=1SC(=CN1)[S@](=O)(N)=NC(NC1=C2CCC(C2=CC=2CCCC12)C)=O